dodeceneamine C(=CCCCCCCCCCC)N